5-Amino-3-(4-bromophenyl)-1-cyclobutyl-pyrazole-4-carbonitrile NC1=C(C(=NN1C1CCC1)C1=CC=C(C=C1)Br)C#N